N-(2-Fluoro-2-methylpropyl)-5-(6-methoxypyridin-3-yl)-7H-pyrrolo[2,3-d]pyrimidin-2-amine FC(CNC=1N=CC2=C(N1)NC=C2C=2C=NC(=CC2)OC)(C)C